N-(5-(tert-butyl)-1H-pyrazol-3-yl)-2-(1-(3-chlorophenyl)-1H-pyrazol-3-yl)propanamide C(C)(C)(C)C1=CC(=NN1)NC(C(C)C1=NN(C=C1)C1=CC(=CC=C1)Cl)=O